C(C)(C)(C)OC(=O)N1C[C@@H](CCC1)NC1=NN=C(C2=CC=CC=C12)C1=C(C=C(C=C1)C)NS(=O)(=O)C (R)-3-((4-(4-methyl-2-(methylsulfonylamino)phenyl)phthalazin-1-yl)amino)piperidine-1-carboxylic acid tert-butyl ester